di-tridecyl succinate C(CCC(=O)OCCCCCCCCCCCCC)(=O)OCCCCCCCCCCCCC